phenyl (5-(2-fluoropropan-2-yl)isoxazol-3-yl)carbamate FC(C)(C)C1=CC(=NO1)NC(OC1=CC=CC=C1)=O